ClC1=CC=C(OC=2C=C(CO[C@@H]3C[C@@H](N(CC3)C(=O)N3N=C(C=C3)C(=O)O)C)C=CC2)C=C1 1-((2S,4S)-4-((3-(4-chlorophenoxy)benzyl)oxy)-2-methylpiperidine-1-carbonyl)-1H-pyrazole-3-carboxylic acid